BrC1=CN(C(C2=C1N=C(N=C2)NC=2C=NN(C2)C2CCNCC2)=O)C2=C(C=CC=C2C)C 8-bromo-6-(2,6-dimethylphenyl)-2-[[1-(4-piperidyl)pyrazol-4-yl]amino]pyrido[4,3-d]pyrimidin-5-one